8-(5-(2-hydroxy-4-(trifluoromethyl)phenyl)pyrido[2,3-d]pyridazin-8-yl)-1-oxa-8-azaspiro[4.5]decan-2-one OC1=C(C=CC(=C1)C(F)(F)F)C1=C2C(=C(N=N1)N1CCC3(CCC(O3)=O)CC1)N=CC=C2